5-(4-((4'-chloro-5,5-dimethyl-3,4,5,6-tetrahydro-[1,1'-biphenyl]-2-yl)methyl)piperazine-1-carbonyl)-2-(2,6-dioxopiperidin-3-yl)-6-fluoroisoindoline-1,3-dione ClC1=CC=C(C=C1)C1=C(CCC(C1)(C)C)CN1CCN(CC1)C(=O)C=1C=C2C(N(C(C2=CC1F)=O)C1C(NC(CC1)=O)=O)=O